(1-benzyl-1H-imidazol-2-yl)(4-bromo-2-fluorophenyl)methanone C(C1=CC=CC=C1)N1C(=NC=C1)C(=O)C1=C(C=C(C=C1)Br)F